BrCCCCOC1=C(C=C(C(=C1)OC)CN1CCOCC1)C(C)=O 1-(2-(4-bromobutoxy)-4-methoxy-5-morpholinomethylphenyl)ethan-1-one